di-tert-butyl (2S)-2-({[(2R)-6-{[(2S)-2-amino-3-(1-methoxynaphthalen-2-yl)propanoyl]amino}-1-tert-butoxy-1-oxohexan-2-yl]carbamoyl}amino)pentanedioate N[C@H](C(=O)NCCCC[C@H](C(=O)OC(C)(C)C)NC(=O)N[C@H](C(=O)OC(C)(C)C)CCC(=O)OC(C)(C)C)CC1=C(C2=CC=CC=C2C=C1)OC